Tris(trimethylsilyl) diphosphate O(P(O[Si](C)(C)C)(=O)OP(=O)(O[Si](C)(C)C)[O-])[Si](C)(C)C